Tert-butyl 4-[1-(2,6-dioxo-3-piperidyl)-3-methyl-2-oxo-benzimidazol-5-yl]benzoate O=C1NC(CCC1N1C(N(C2=C1C=CC(=C2)C2=CC=C(C(=O)OC(C)(C)C)C=C2)C)=O)=O